1-[4-(4-Hydroxypiperidin-1-yl)phenyl]-3-(4-methoxy-3-methylphenyl)prop-2-en-1-one OC1CCN(CC1)C1=CC=C(C=C1)C(C=CC1=CC(=C(C=C1)OC)C)=O